C(C)(C)(C)OOC(C)(C)C 2-(Tert-Butyl-peroxy)-2-methylpropane